C[Si](OC(=C)C1=CC=C(C(=O)OC)C=C1)(C)C methyl 4-(1-((trimethylsilyl)oxy)vinyl)benzoate